((5-fluoropyridin-3-yl)methyl)-6-(2-(2,2,2-trifluoroethoxy)pyrimidin-5-yl)pyridazin-3(2H)-one FC=1C=C(C=NC1)CN1N=C(C=CC1=O)C=1C=NC(=NC1)OCC(F)(F)F